1-Chloro-11H-benzo[a]-carbazol ClC1=CC=CC=2C1=C1NC3=CC=CC=C3C1=CC2